1-(5-(4-(4-cyanophenyl)piperidine-1-carbonyl)pyridazin-3-yl)-3-isobutylurea C(#N)C1=CC=C(C=C1)C1CCN(CC1)C(=O)C=1C=C(N=NC1)NC(=O)NCC(C)C